tert-Butylethylmalonate C(C)(C)(C)C(C(=O)[O-])(C(=O)[O-])CC